2,6-dimethylbenzyl bromide CC1=C(CBr)C(=CC=C1)C